5-(4-((4-((1-(3-aminopropyl)-3-(4-fluorophenyl)-1H-indol-5-yl)methyl)piperazin-1-yl)methyl)piperidin-1-yl)-2-(2,6-dioxopiperidin-3-yl)isoindoline-1,3-dione NCCCN1C=C(C2=CC(=CC=C12)CN1CCN(CC1)CC1CCN(CC1)C=1C=C2C(N(C(C2=CC1)=O)C1C(NC(CC1)=O)=O)=O)C1=CC=C(C=C1)F